4-(1-cyclopropyl-1H-indol-3-yl)pyrimidin-2-amine C1(CC1)N1C=C(C2=CC=CC=C12)C1=NC(=NC=C1)N